Br.C(C)(=O)N acetamide, monohydrobromic acid salt